(+/-)-trans-3-((2-(5-fluoro-1H-pyrrolo[2,3-b]pyridin-3-yl)-6-(4-morpholinophenyl)pyrimidin-4-yl)amino)bicyclo[2.2.2]octane-2-carboxylic acid FC=1C=C2C(=NC1)NC=C2C2=NC(=CC(=N2)NC2C(C1CCC2CC1)C(=O)O)C1=CC=C(C=C1)N1CCOCC1